C(C)(C)(C)C1=NOC(=C1)C(=O)NCC1=C(C=C(C=C1)C1=NC=NN2C1=CC(=C2)CCN2CCC(CC2)C2=CC=C1C(=NN(C1=C2)C)C2C(NC(CC2)=O)=O)C 3-(tert-butyl)-N-(4-(6-(2-(4-(3-(2,6-dioxopiperidin-3-yl)-1-methyl-1H-indazol-6-yl)piperidin-1-yl)ethyl)pyrrolo[2,1-f][1,2,4]triazin-4-yl)-2-methylbenzyl)isoxazole-5-carboxamide